NC1=NC=NC=2N(C3=C(C=C(C=C3C21)C=2C(=NC=CC2)C(F)(F)F)C)CC(=O)OCCCC butyl 2-(4-amino-8-methyl-6-(2-(trifluoromethyl)pyridin-3-yl)-9H-pyrimido[4,5-b]indol-9-yl)acetate